C1[C@@H]2[C@H]([C@H]([C@@H](O2)N3C4=NC=NC(=C4N=C3SC5=CC=C(C=C5)Cl)N)O)OP(=O)(O1)O The molecule is a 3',5'-cyclic purine nucleotide that is 3',5'-cyclic AMP in which the hydrogen at position 2 on the purine fragment is replaced by a 4-chlorophenylthio group. It has a role as a protein kinase agonist. It is a 3',5'-cyclic purine nucleotide, an adenyl ribonucleotide, an organochlorine compound and an aryl sulfide. It derives from a 3',5'-cyclic AMP.